C1(CCC1)CNCC=1C=C(C2=C(N=C(O2)C=2C=C(C=C(C2)C2CC2)C2=C(C=C(C=C2)F)C2=NN=CN2C)C1)F 1-cyclobutyl-N-((2-(5-cyclopropyl-4'-fluoro-2'-(4-methyl-4H-1,2,4-triazol-3-yl)-[1,1'-biphenyl]-3-yl)-7-fluorobenzo[d]oxazol-5-yl)methyl)methylamine